4-bromo-2,6-dimethylbenzenesulfonamide BrC1=CC(=C(C(=C1)C)S(=O)(=O)N)C